(S)-2-amino-N-(1-cyclopropylpiperidin-4-yl)-3-(3-fluoro-4-((3-methyl-1H-pyrrolo[2,3-b]pyridin-4-yl)oxy)phenyl)propanamide N[C@H](C(=O)NC1CCN(CC1)C1CC1)CC1=CC(=C(C=C1)OC1=C2C(=NC=C1)NC=C2C)F